(3-(2-(4-(morpholine-4-carbonyl)phenylamino)-[1,2,4]triazolo[1,5-a]pyridin-5-yloxy)phenyl)acrylamide N1(CCOCC1)C(=O)C1=CC=C(C=C1)NC1=NN2C(C=CC=C2OC=2C=C(C=CC2)C(C(=O)N)=C)=N1